C1(=CC=CC=C1)O.[Mo] molybdenum phenol